(methylthio)cyclohexanol CSC1(CCCCC1)O